tert-butyl 4-[(R)-[4,5-dichloro-2-(prop-2-en-1-yloxy)phenyl]([[(S)-2-methylpropane-2-sulfinyl]amino])methyl]piperidine-1-carboxylate ClC1=CC(=C(C=C1Cl)[C@@H](C1CCN(CC1)C(=O)OC(C)(C)C)N[S@@](=O)C(C)(C)C)OCC=C